OC=1C(=CC2=CN(N=C2C1C)C)C=1N=CC2=C(N1)C=CN(C2=O)C2[C@H]1CN(C(C2)C1)C(=O)OC(C)(C)C Tert-butyl (4R)-5-[(6R)-2-(6-hydroxy-2,7-dimethyl-indazol-5-yl)-5-oxo-pyrido[4,3-d]pyrimidin-6-yl]-2-azabicyclo[2.2.1]heptane-2-carboxylate